BrC=1C=C2C(=NC1)NC=C2C(C)=O 1-[5-bromo-1H-pyrrolo[2,3-b]pyridin-3-yl]ethan-1-one